(S)-4-benzyloxazolin-2-one-5,5-d2 C(C1=CC=CC=C1)C1=NC(OC1([2H])[2H])=O